C1=CC=C2C(=C1)C=CC=C2C3=CC=CC=N3 NAPHTHYLPYRIDINE